C1(CC1)[C@H](C1=CC=2N(N=C1)C=C(N2)[C@@H](NC(=O)C2=NON=C2C)C2CCC(CC2)(F)F)N2C(N[C@@H](C2)C(C)C)=O N-[(S)-[7-[(R)-cyclopropyl-[(4R)-4-isopropyl-2-oxo-imidazolidin-1-yl]methyl]imidazo[1,2-b]pyridazin-2-yl](4,4-difluorocyclohexyl)methyl]-4-methyl-1,2,5-oxadiazole-3-carboxamide